ethyl pyrrolecarboxylate N1C(=CC=C1)C(=O)OCC